FC1=C(C(=CC=C1)F)C1(OC(=C(C1=O)OC(C)=O)N)C 2-(2,6-difluorophenyl)-2-methyl-4-acetoxy-5-amino-3(2H)-furanone